isopropyl (3S)-3-(((S)-((((R)-1-(6-amino-9H-purin-9-yl)propan-2-yl)oxy)methyl)((1-(hexyloxy)-2-methyl-1-oxopropan-2-yl)amino)phosphoryl)amino)-4-methylpentanoate NC1=C2N=CN(C2=NC=N1)C[C@@H](C)OC[P@@](=O)(NC(C(=O)OCCCCCC)(C)C)N[C@@H](CC(=O)OC(C)C)C(C)C